4-Chloro-5-(chloromethyl)-1-ethyl-1,2,3-triazole ClC=1N=NN(C1CCl)CC